C(C1=CC=CC=C1)OCC(COC(CCC1CCCCC1)=O)COC(CCC1CCCCC1)=O.FC1=C(CNS(=O)(=O)C2=CC=C(C=C2)NC(=O)NCC2=CC=NC=C2)C=CC=C1 N-(2-fluorobenzyl)-4-(3-(pyridin-4-ylmethyl)ureido)benzenesulfonamide 3-(benzyloxy)-2-{[(3-cyclohexylpropanoyl)oxy]methyl}propyl-3-cyclohexylpropanoate